OC(CC(=O)NCC(=O)N[C@@H](CO)C(=O)N[C@@H](CCCN)C(=O)O)CCCCCCCCCCCC(C)C N-(((3-hydroxy-15-Methyl-hexadecanoyl)-glycyl)-seryl)-ornithine